(S)-1-(N-methyl-5-((2-methyl-2H-1,2,3-triazol-4-yl)ethynyl)nicotinamido)-3-phenylpropan-2-yl glycinate NCC(=O)O[C@H](CN(C(C1=CN=CC(=C1)C#CC1=NN(N=C1)C)=O)C)CC1=CC=CC=C1